CSCCOC(C#N)=O (2-methylthioethyl)nitriloacetic acid